C(C(C)C)N([C@@H](C)C(=O)O)P(=O)(OC1=CC=CC=C1)OC1=C(C(=C(C(=C1F)F)F)F)F.N1=C(C=CC=C1)C(=O)N1CCC(=CC1)C#C[Si](C)(C)C pyridin-2-yl-(4-((trimethylsilyl)ethynyl)-3,6-dihydropyridin-1(2H)-yl)methanone ISOBUTYL-((PERFLUOROPHENOXY)-(PHENOXY)-PHOSPHORYL)-L-ALANINATE